2-fluorophenylmethanone FC1=C(C=CC=C1)C=O